BrC=1C=CC2=C(C=C(O2)CC)C1 5-Bromo-2-ethyl-benzofuran